C(C)(=O)OC\C=C\CCC TRANS-2-HEXENYL ACETATE